CNC(CN1CC(CCC1)C1=NOCC(O1)CN1CCCCC1)=O rac-N-Methyl-2-(3-(5-(piperidin-1-ylmethyl)-5,6-dihydro-1,4,2-dioxazin-3-yl)piperidin-1-yl)acetamide